3-(1-methylindol-3-yl)-4-(1-methyl-2-methylsulfinylindol-3-yl)pyrrole-2,5-dione CN1C=C(C2=CC=CC=C12)C=1C(NC(C1C1=C(N(C2=CC=CC=C12)C)S(=O)C)=O)=O